Methyl 7-hydroxybenzo[d][1,3]dioxole-5-carboxylate OC1=CC(=CC2=C1OCO2)C(=O)OC